C12=C(C3=C4C(=C5C6=C(C7=C8C(=C9C%10=C(C%11=C%12C(=C1C1=C%11C9=C7C5=C31)C(=CC=C%12)C%12=CC=C3C=CC=C1C5=CC=CC7=CC=CC(C%12=C31)=C57)C=CC=C%10)C=CC=C8)C=CC=C6)C=CC=C4)C=CC=C2 hexabenzocoronenyl-perylene